[1,4]oxazepine dihydrochloride Cl.Cl.O1C=CN=CC=C1